C[C@H]1CN(C[C@H](N1)C)C1=CC=C(N=N1)C1=NC=C(C=C1O)C=1C=NNC1 2-{6-[(3S,5R)-3,5-dimethylpiperazin-1-yl]pyridazin-3-yl}-5-(1H-pyrazol-4-yl)pyridin-3-ol